COC1=C(C(=NC2=CC=CC=C12)OC)C1=CC=C(C=C1)[N+](=O)[O-] Dimethoxy-3-(4-nitro-phenyl)-quinoline